5-allyl-4-chloro-2-(tetrahydro-2H-pyran-2-yl)pyridazin-3(2H)-one C(C=C)C1=C(C(N(N=C1)C1OCCCC1)=O)Cl